ClC1=C(C(=NN1C)C1=NOC(=C1)C)C(=O)N1CC(CCC1)CNCCC(C)(C)C (5-Chloro-1-methyl-3-(5-methylisoxazol-3-yl)-1H-pyrazol-4-yl)(3-(((3,3-dimethylbutyl)amino)methyl)piperidin-1-yl)methanone